C(C)OC(CC1=CNC2=CC=CC=C12)=O.FC(C(=O)NOC[C@H](C)NC=1C=NNC(C1C(F)(F)F)=O)=C1CCN(CC1)C1=NC=C(C=N1)C(F)(F)F (S)-2-fluoro-N-(2-((6-oxo-5-(trifluoromethyl)-1,6-dihydropyridazin-4-yl)amino)propoxy)-2-(1-(5-(trifluoromethyl)pyrimidin-2-yl)piperidin-4-ylidene)acetamide ethyl-3-indoleacetate